tetra-methyl di-phosphonate P(OC)(OC)=O.P(OC)(OC)=O